7-(2-((S)-4-(4-chlorophenyl)-2,3,9-trimethyl-6H-thieno[3,2-f][1,2,4]triazolo[4,3-a][1,4]diazepin-6-yl)acetamido)-N-(3-(2-((2,6-dioxopiperidin-3-yl)amino)-2-oxoethyl)phenyl)heptanamide ClC1=CC=C(C=C1)C1=N[C@H](C=2N(C3=C1C(=C(S3)C)C)C(=NN2)C)CC(=O)NCCCCCCC(=O)NC2=CC(=CC=C2)CC(=O)NC2C(NC(CC2)=O)=O